2,2',2'',2''',2'''',2'''''-((2S,5S,8S,11S)-1,4,7,10-tetraazacyclododecane-1,2,5,7,8,11-hexayl)hexaacetic acid N1([C@H](CN[C@H](CN([C@H](CN[C@H](C1)CC(=O)O)CC(=O)O)CC(=O)O)CC(=O)O)CC(=O)O)CC(=O)O